[(2R,3R)-1-benzyl-3-methylazetidin-2-yl]methanol C(C1=CC=CC=C1)N1[C@H]([C@@H](C1)C)CO